C(#N)C=1C=C(OC2CCN(CC2)C2=C(C=C(N=N2)C(=O)N[C@@H]2CC=3C=CC=NC3CC2)C)C=CC1 (S)-6-[4-(3-cyanophenoxy)piperidin-1-yl]-5-methyl-N-(5,6,7,8-tetrahydroquinolin-6-yl)pyridazine-3-carboxamide